ClC1=NC=2CCC(CC2C(=N1)Cl)C1=CC(=CC=C1)F 2,4-dichloro-6-(3-fluorophenyl)-5,6,7,8-tetrahydroquinazoline